NC=1C=C2C(=NC1)CNC2=O 3-amino-6,7-dihydro-5H-pyrrolo[3,4-b]pyridin-5-one